methyl 6-isopropyl-5H-pyrrolo[2,3-b]pyrazine-3-carboxylate C(C)(C)C1=CC=2C(=NC(=CN2)C(=O)OC)N1